N-((1H-pyrrolo[3,2-c]pyridin-2-yl)methyl)-2-(6-oxo-5-((4-phenoxybutyl)amino)-2-phenylpyrimidin-1(6H)-yl)acetamide N1C(=CC=2C=NC=CC21)CNC(CN2C(=NC=C(C2=O)NCCCCOC2=CC=CC=C2)C2=CC=CC=C2)=O